NC=1C=C(CN2CCC3=C2N=C(N=C3C)NC=3C=NN(C3)C)C=CC1 7-(3-aminobenzyl)-4-methyl-N-(1-methyl-1H-pyrazol-4-yl)-6,7-dihydro-5H-pyrrolo[2,3-d]Pyrimidine-2-amine